N-(5-(2-(dimethylamino)ethyl)-1-((2-(trimethylsilyl)ethoxy)methyl)-1H-imidazol-2-yl)-4-methylpyrimidin-2-amine CN(CCC1=CN=C(N1COCC[Si](C)(C)C)NC1=NC=CC(=N1)C)C